(4-{[5-fluoro-7-(2-methoxyethoxy)quinazolin-4-yl]amino}phenyl)-2-[4-(propan-2-yl)-1H-1,2,3-triazol-1-yl]acetamide tosylate S(=O)(=O)(O)C1=CC=C(C)C=C1.FC1=C2C(=NC=NC2=CC(=C1)OCCOC)NC1=CC=C(C=C1)C(C(=O)N)N1N=NC(=C1)C(C)C